N-((3R,4S)-4-((6-(2,6-dichloro-3,5-di-methoxyphenyl)-8-(((1-methyl-1H-pyrazol-4-yl)methyl)amino)pyrido[3,4-d]pyrimidin-2-yl)amino)tetrahydro-furan-3-yl)acrylamide ClC1=C(C(=C(C=C1OC)OC)Cl)C1=CC2=C(N=C(N=C2)N[C@H]2[C@H](COC2)NC(C=C)=O)C(=N1)NCC=1C=NN(C1)C